COC=1C=CC=2N(C3=CC=C(C=C3C2C1)OC)C(=O)OC=1C=C(C=C(C1)N(C)C)OC(=O)N1C2=CC=C(C=C2C=2C=C(C=CC12)OC)OC 3-(3,6-dimethoxy-9H-carbazol-9-ylcarbonyloxy)-5-(dimethylamino)phenyl-3,6-dimethoxy-9H-carbazole-9-carboxylate